FC=1C(=NC(=NC1)N[C@H]1[C@@H](COCC1)O)C=1C2=C(C(=NC1)OC)CCC2 (3S,4R)-4-((5-fluoro-4-(1-methoxy-6,7-dihydro-5H-cyclopenta[c]pyridin-4-yl)pyrimidin-2-yl)amino)tetrahydro-2H-pyran-3-ol